(R,Z)-ethyl 2-acetoxy-5-(2-((tert-butoxycarbonyl)amino)-2-(5-(2-methoxyquinolin-3-yl)-1H-imidazol-2-yl)ethoxy)pent-2-enoate C(C)(=O)O\C(\C(=O)OCC)=C/CCOC[C@@H](C=1NC(=CN1)C=1C(=NC2=CC=CC=C2C1)OC)NC(=O)OC(C)(C)C